OC1(CNCCC1)C(=O)N 3-hydroxypiperidine-3-carboxamide